FC(C=1C=NC(=NC1)N1CCC(CC1)[C@H](C)OC=1SC2=NC(=CC=C2N1)C=1C=NC(=CC1)S(=O)(=O)C)(F)F 2-((S)-1-(1-(5-(trifluoromethyl)pyrimidin-2-yl)piperidin-4-yl)ethoxy)-5-(6-(methylsulfonyl)pyridin-3-yl)thiazolo[5,4-b]pyridin